ClC1=C(C=CC(=C1)Cl)C(C(C)NC(=O)C1C(=NN(C1)C)C(F)F)OC 1-methyl-3-difluoromethyl-4H-pyrazole-4-carboxylic acid [2-(2,4-dichloro-phenyl)-2-methoxy-1-methyl-ethyl]-amide